CC(C)(C)OC(=O)N1CC[C@H](C1)N (R)-(+)-N-boc-3-aminopyrrolidine